C[C@]12[C@](CN(C1)S(=O)(=O)C)(CN(C2)C2=NC(=NC=C2C)NC=2C=NN(C2)C)C ((3aR,6aS)-3a,6a-dimethyl-5-(methylsulfonyl)hexahydropyrrolo[3,4-c]pyrrol-2(1H)-yl)-5-methyl-N-(1-methyl-1H-pyrazol-4-yl)pyrimidin-2-amine